2-(tert-butyl)-4-(isoindolin-2-ylmethyl)-7-(piperidin-4-ylmethoxy)-2,3-dihydrobenzo[d]isothiazole 1,1-dioxide C(C)(C)(C)N1S(C2=C(C1)C(=CC=C2OCC2CCNCC2)CN2CC1=CC=CC=C1C2)(=O)=O